C(#N)C1=CC=C(C=C1)C1=CC(=CC=C1)NC(N(CC1=CC(=CC=C1)F)CCN(C)C)=O 3-(4'-cyano-[1,1'-biphenyl]-3-yl)-1-(2-(dimethylamino)ethyl)-1-(3-fluorobenzyl)urea